BrC1=C(C=C(C=C1F)S(=O)(=O)N1C(CC(C1)(F)F)CO)F (1-((4-bromo-3,5-difluorophenyl)sulfonyl)-4,4-difluoropyrrolidin-2-yl)methanol